NC=1C2=C(N=CN1)SC(=N2)C=2C=C(C=CC2C)C#CC2(CCCC2)O 1-[2-[3-(7-Aminothiazolo[5,4-d]pyrimidin-2-yl)-4-methyl-phenyl]ethynyl]cyclopentanol